C12(CC3CC(CC(C1)C3)C2)NCCCCCCC(=O)NC=2C=3C1=C(C(N(C1=CC2)C2C(NC(CC2)=O)=O)=O)C=CC3 7-((adamantan-1-yl)amino)-N-(1-(2,6-dioxopiperidin-3-yl)-2-oxo-1,2-dihydrobenzo[cd]indol-6-yl)heptanamide